4-[(6-bromo-5-fluoro-2-pyridinyl)oxymethyl]-3-(2-oxoethyl)benzonitrile BrC1=C(C=CC(=N1)OCC1=C(C=C(C#N)C=C1)CC=O)F